ClC[C@H]1N(C(OC1)=O)[C@H](C)C1=CC=CC=C1 (4S)-4-(chloromethyl)-3-[(1R)-1-phenylethyl]-2-oxazolidinone